(R)-1-ethyl-4-((6-(2-hydroxy-6-methyl-4-(trifluoromethyl)phenyl)-2H-pyrazolo[3,4-b]pyrazin-2-yl)methyl)pyrrolidin-2-one C(C)N1C(C[C@H](C1)CN1N=C2N=C(C=NC2=C1)C1=C(C=C(C=C1C)C(F)(F)F)O)=O